OC(=O)C(F)(F)F.C(#N)C=1C=CC(=C(C1)C1=CN=C(O1)C(=O)N[C@H]1CN[C@@H](C1)C)OC1CC1 5-(5-cyano-2-cyclopropoxyphenyl)-N-((3R,5R)-5-methylpyrrolidin-3-yl)oxazole-2-carboxamide TFA salt